CN(C(OC(C)(C)C)=O)[C@@H](CC1=CC=C(C=C1)[N+](=O)[O-])C=1N=C(SC1)C=1SC=CC1 tert-butyl (S)-methyl(2-(4-nitrophenyl)-1-(2-(thiophen-2-yl)thiazol-4-yl)ethyl)carbamate